CC1=C(C(OC2=CC=C(C=C12)C)=O)NCC 4,6-dimethyl-3-ethylaminocoumarin